(1r,3r)-1-Fluoro-3-(4-(4,4,5,5-tetramethyl-1,3,2-dioxaborolan-2-yl)-1H-pyrazol-1-yl)cyclobutane-1-carbonitrile FC1(CC(C1)N1N=CC(=C1)B1OC(C(O1)(C)C)(C)C)C#N